BrC1=CC=C(CSC=2OC3=C(N2)C=CC(=C3)F)C=C1 2-((4-bromobenzyl)thio)-6-fluorobenzo[d]oxazole